C1(=CC=CC=C1)C1(COC1)C(=O)NC(C(=O)O)CC 2-(3-phenyloxetane-3-carboxamido)butanoic acid